NC1=C2C(=NC=N1)N(N=C2N2C(=CC1=CC=CC=C21)C(=O)NCC(C)C)C(C)(C)C (4-amino-1-tert-butyl-pyrazolo[3,4-d]pyrimidin-3-yl)-N-isobutyl-1H-indole-2-carboxamide